24-(3'-cyanophenoxy)-5-cholen-3b-ol C(#N)C=1C=C(OCCC[C@@H](C)[C@H]2CC[C@H]3[C@@H]4CC=C5C[C@H](CC[C@]5(C)[C@H]4CC[C@]23C)O)C=CC1